4-Hydroxymethyl-4-(((4,4'-dimethoxytrityl)oxy)methyl)-N-(5-((3,4,6-O-triacetyl-2-acetylamino-2-deoxy-β-D-galactopyranosyl)oxy)pentenoyl)piperidine OCC1(CCN(CC1)C(C=CCCO[C@H]1[C@@H]([C@@](O)([C@@](O)([C@H](O1)COC(C)=O)C(C)=O)C(C)=O)NC(C)=O)=O)COC(C1=CC=C(C=C1)OC)(C1=CC=C(C=C1)OC)C1=CC=CC=C1